OC(CSN1C(=O)NC=2NC(=O)NC2C1=O)CO 2,3-dihydroxypropylmercaptouric acid